4-([1,1'-biphenyl]-4-yl)-6-(3'-(9,9-dimethyl-9H-fluoren-4-yl)-[1,1'-biphenyl]-4-yl)-2-phenylpyrimidine C1(=CC=C(C=C1)C1=NC(=NC(=C1)C1=CC=C(C=C1)C1=CC(=CC=C1)C1=CC=CC=2C(C3=CC=CC=C3C12)(C)C)C1=CC=CC=C1)C1=CC=CC=C1